4-propyl-4-methylmorpholinium hydroxide [OH-].C(CC)[N+]1(CCOCC1)C